4-(6-{[7-cyclopentyl-6-(dimethylcarbamoyl)-7H-pyrrolo[2,3-d]pyrimidin-2-yl]amino}pyridin-3-yl)piperazin-1-ium C1(CCCC1)N1C(=CC2=C1N=C(N=C2)NC2=CC=C(C=N2)N2CC[NH2+]CC2)C(N(C)C)=O